(R)-5-((3-(dimethylamino)oxetan-3-yl)methoxy)-N-(1-(3-(1-ethyl-1H-pyrazol-3-yl)-5-(1-methyl-1H-pyrazol-4-yl)phenyl)ethyl)-2-methylbenzamide CN(C1(COC1)COC=1C=CC(=C(C(=O)N[C@H](C)C2=CC(=CC(=C2)C=2C=NN(C2)C)C2=NN(C=C2)CC)C1)C)C